CN1C(N(C(C=C1C)=O)C(C(=O)OC)COC)=O methyl 2-(3,4-dimethyl-2,6-dioxopyrimidin-1-yl)-3-methoxypropionate